3-((3-(2-benzyl-2H-indazol-5-yl)-5-(1H-tetrazol-5-yl)phenyl)amino)-4-hydroxycyclobut-3-ene-1,2-dione C(C1=CC=CC=C1)N1N=C2C=CC(=CC2=C1)C=1C=C(C=C(C1)C1=NN=NN1)NC=1C(C(C1O)=O)=O